8-(2,3-dichlorophenyl)-N-[(4S)-3,4-dihydro-2H-1-benzopyran-4-yl]-4-(dimethylamino)-5-methoxy-1,7-naphthyridine-3-carboxamide ClC1=C(C=CC=C1Cl)C=1N=CC(=C2C(=C(C=NC12)C(=O)N[C@H]1CCOC2=C1C=CC=C2)N(C)C)OC